(6S)-3,5-diisopropyl-1-methyl-1H-pyrazol C(C)(C)C1=NN(C(=C1)C(C)C)C